4,5-dichloro-3H-1,2-dithiol-3-one ClC=1C(SSC1Cl)=O